[Si](C)(C)(C(C)(C)C)OCCNS(=O)(=O)C=1C=NC(=CC1)CN1C(N(C(C=2N(C(=NC12)C1=C(C=CC=C1)Cl)C1=CC=C(C=C1)Cl)=O)C)=O N-[2-[(tert-butyldimethylsilyl)oxy]ethyl]-6-[[8-(2-chlorophenyl)-7-(4-chlorophenyl)-1-methyl-2,6-dioxopurin-3-yl]methyl]pyridine-3-sulfonamide